[Si](C)(C)(C(C)(C)C)OC1=CC=C(C=C1)C=O (4-((tert-butyldimethylsilyl)oxy)phenyl)methanone